3-(trifluoromethyl)bicyclo[1.1.1]pentan-1-amine hydrochloride Cl.FC(C12CC(C1)(C2)N)(F)F